(S)-5-amino-3-(4-(((5-fluoro-2-methoxybenzoyl)amino)methyl)phenyl)-1-(1,1,1-trifluoropropan-2-yl)-1H-pyrazole-4-carboxamide NC1=C(C(=NN1[C@H](C(F)(F)F)C)C1=CC=C(C=C1)CNC(C1=C(C=CC(=C1)F)OC)=O)C(=O)N